2-(2-cyclopentylethyl)-4,4,5,5-tetramethyl-1,3,2-dioxaborolane C1(CCCC1)CCB1OC(C(O1)(C)C)(C)C